2-(4-((1R,5S)-3,8-diazabicyclo[3.2.1]-octan-3-yl)-6,8-difluoro-2-(((2R,7aS)-2-fluoro-tetrahydro-1H-pyrrolizin-7a(5H)-yl)methoxy)quinazolin-7-yl)-5-chloro-4-(trifluoromethyl)-phenol [C@H]12CN(C[C@H](CC1)N2)C2=NC(=NC1=C(C(=C(C=C21)F)C2=C(C=C(C(=C2)C(F)(F)F)Cl)O)F)OC[C@]21CCCN1C[C@@H](C2)F